CC(C(=O)C1=CC=C(C=C1)OCCO)(C)C 2-methyl-1-[4-(hydroxyethoxy)phenyl]-2-methyl-1-propanone